(3S,4S,5S,6R)-2-(2-aminoethoxy)-6-(hydroxymethyl)tetrahydro-2H-pyran-3,4,5-triol NCCOC1O[C@@H]([C@H]([C@@H]([C@@H]1O)O)O)CO